C(C=C)(=O)OC1=C(C(=O)OC2C(CCC(C2)C)C(C)C)C=CC=C1 2-isopropyl-5-methylcyclohexyl 2-(acryloxy)benzoate